ClC=1C=C(C=C(C1)Cl)C1=NC(=CC(=C1)CN1CCC(CC1)CC(=O)O)OC=1C=NC(=NC1)N1CCN(CC(C1)OC)C 2-(1-((2-(3,5-dichlorophenyl)-6-((2-(6-methoxy-4-methyl-1,4-diazepan-1-yl)pyrimidin-5-yl)oxy)pyridin-4-yl)methyl)piperidin-4-yl)acetic acid